1-(6-([1,4'-bipiperidinyl]-4-yl)-5-fluoro-1-methyl-1H-indazol-3-yl)dihydropyrimidine-2,4(1H,3H)-dione N1(CCC(CC1)C1=C(C=C2C(=NN(C2=C1)C)N1C(NC(CC1)=O)=O)F)C1CCNCC1